[Al].OC=1C=CC=C2C=CC=NC12.OC=1C=CC=C2C=CC=NC12.OC=1C=CC=C2C=CC=NC12 tris-(8-hydroxyquinolin) aluminum